C(C)OP(OCC)(=O)C1=CC=C(C=C1)CN1C=CC2=CC(=CC=C12)C(N)=O 4-((5-carbamoylindol-1-yl)methyl)phenylphosphonic acid diethyl ester